aluminum tin oxide [Sn]=O.[Al]